N1(CCC12CCCCC2)C2=CC=C(C=C2)NC(C2=CC=C(C=C2)OC)=O N-(4-(1-azaspiro[3.5]nonan-1-yl)phenyl)-4-methoxybenzamide